C(C)(C)(C)C1=CC=C2C(=C1)N1C3=C2C=CC=C3C=3C=CC(=CC13)C(C)(C)C 6,10-di-tert-butylindolo[3,2,1-jk]carbazole